difluorocarbene oxide FC(F)=O